2,7-dibromo-pyrene BrC1=CC2=CC=C3C=C(C=C4C=CC(=C1)C2=C43)Br